C1(=CC=CC=C1)N1C(C(C2=CC=C(C=C12)Br)(C)CC)=O 1-Phenyl-6-bromo-3-ethyl-3-methylindolin-2-one